O=C1N(C=COC=C1)CC=O 2-(5-oxo-1,4-oxazepine-4-yl)acetaldehyde